((cyclohexanecarbonyl)oxy)methyl 4-(((trans)-4-(4-(trifluoromethoxy)phenyl)cyclohexyl)oxy)-1H-1,2,3-triazole-5-carboxylate FC(OC1=CC=C(C=C1)[C@@H]1CC[C@H](CC1)OC=1N=NNC1C(=O)OCOC(=O)C1CCCCC1)(F)F